phenyl-3H,13H-indeno[2',3':3,4]naphtho[1,2-b]pyran C1(=CC=CC=C1)C=1C2=C(OCC1)C=1C=CC=CC1C1=C2CC2=CC=CC=C21